Cl.NC1(C(C(C1([2H])[2H])([2H])[2H])([2H])[2H])CO (1-aminocyclobutyl-2,2,3,3,4,4-d6)methanol hydrochloride